NC=1C2=C(N=CN1)C(=NC(=C2)N2CC(CCC2)(F)F)C=2C(=C(C=CC2C)O)C 3-(4-amino-6-(3,3-difluoropiperidin-1-yl)pyrido[3,4-d]pyrimidin-8-yl)-2,4-dimethylphenol